OC1=CC=C2C(=C(C(OC2=C1O)=O)CC(=O)O)C 2-(7,8-dihydroxy-4-methyl-2-oxo-2H-chromen-3-yl)acetic acid